[I-].C(CCCCC)OC=1C(=NSN1)C1=CCC[N+](C1)(COC(CC1=C(C=CC=C1)OC(CC)=O)=O)C 5-(4-(hexyloxy)-1,2,5-thiadiazol-3-yl)-1-methyl-1-((2-(2-(propionyloxy)phenyl)acetoxy)methyl)-1,2,3,6-tetrahydropyridin-1-ium iodide